ClC=1N=C(C2=C(N1)C(=C(N=C2)Cl)F)N2C[C@H]1CC[C@@H](C2)N1C(=O)OCCCC butyl (1R,5S)-3-(2,7-dichloro-8-fluoropyrido[4,3-d]pyrimidin-4-yl)-3,8-diazabicyclo[3.2.1]octane-8-carboxylate